C(C)(C)C=1C=C2C(NC=NC2=CC1)=O 6-isopropyl-3H-quinazolin-4-one